BrC1=CC=C(CN2CC(CC2)C(=O)N)C=C1 1-(4-bromobenzyl)pyrrolidine-3-carboxamide